C(C1=CC=C(C=C1)NC(=O)[C@@H]1C(C[C@@H]2SCC[C@@H](C(N21)=O)NC([C@H](C)NC)=O)(C)C)C2=CC=C(C=C2)NC(=O)[C@@H]2C(C[C@@H]1SCC[C@@H](C(N12)=O)NC([C@H](C)NC)=O)(C)C (S,4S,4'S,7S,7'S,9aS,9a'S)-N,N'-(methylenebis(4,1-phenylene))bis(8,8-dimethyl-4-((S)-2-(methyl-amino)propanamido)-5-oxooctahydropyrrolo[2,1-b][1,3]thiazepine-7-carboxamide)